C1(=CC=CC=C1)C1(CC(=NO1)C(=O)NS(=O)(=O)C1=CC(=CC=C1)C(F)(F)F)C1=CC=CC=C1 5,5-diphenyl-N-((3-(trifluoromethyl)phenyl)sulfonyl)-4,5-dihydro-isoxazole-3-carboxamide